phenylsulfanyldiphenylsulfonium perfluorooctanesulfonate FC(C(C(C(C(C(C(C(F)(F)F)(F)F)(F)F)(F)F)(F)F)(F)F)(F)F)(S(=O)(=O)[O-])F.C1(=CC=CC=C1)S[S+](C1=CC=CC=C1)C1=CC=CC=C1